N-hydroxy-N-(3-(1-(methoxyimino)ethyl)-2,4-dioxochroman-3-yl)benzamide ON(C(C1=CC=CC=C1)=O)C1(C(OC2=CC=CC=C2C1=O)=O)C(C)=NOC